4-bromo-1-(chloromethyl)-2-fluorobenzene BrC1=CC(=C(C=C1)CCl)F